CC1=C(C(=O)N)C=CC=C1S(NNC(C1=CC(=CC(=C1)C1=NC=CC(=C1)CNC(C#C)=O)C)=O)(=O)=O methyl-3-[[[3-methyl-5-[4-[(prop-2-ynoylamino)methyl]-2-pyridyl]benzoyl]amino]sulfamoyl]benzamide